Tert-butyl 4-[5-fluoro-4-[3-[(4-methoxyphenyl)methyl]-2,4-dioxo-hexahydropyrimidin-1-yl]-8-isoquinolyl]piperazine-1-carboxylate FC1=C2C(=CN=CC2=C(C=C1)N1CCN(CC1)C(=O)OC(C)(C)C)N1C(N(C(CC1)=O)CC1=CC=C(C=C1)OC)=O